CN(CC(C1=CC=C(C=C1)C)NS(=O)(=O)C1=CC=C(C=C1)OC(F)(F)F)C N-(2-(dimethylamino)-1-(p-tolyl)ethyl)-4-(trifluoromethoxy)benzenesulfonamide